C1(=C(C(=CC(=C1N)C)C)N)C mesitylene-2,6-diamine